C(=O)C=1C(=CC(=C2C(=C(C(OC12)=O)CC(=O)NCCOC)C)OCCOC)O 2-(8-formyl-7-hydroxy-5-(2-methoxyethoxy)-4-methyl-2-oxo-2H-chromen-3-yl)-N-(2-methoxyethyl)acetamide